Tert-butyl 2-(1-(6-(trifluoromethyl)pyridin-3-yl)ethyl)hydrazinecarboxylate FC(C1=CC=C(C=N1)C(C)NNC(=O)OC(C)(C)C)(F)F